N[C@H](C(=O)OC)CC1=CC(=C(C=C1)C=1C(N(C(=CC1C(F)(F)F)C)C)=O)F methyl (S)-2-amino-3-(4-(1,6-dimethyl-2-oxo-4-(trifluoromethyl)-1,2-dihydropyridin-3-yl)-3-fluorophenyl)propanoate